5-bromo-1-isopropyl-1H-indazole-3-carbaldehyde BrC=1C=C2C(=NN(C2=CC1)C(C)C)C=O